tert-butyl 3-(7-(1,1-dioxido-4-oxo-1,2,5-thiadiazolidin-2-yl)-8-fluoro-6-hydroxynaphthalen-2-yl)pyrrolidine-1-carboxylate O=S1(N(CC(N1)=O)C1=C(C=C2C=CC(=CC2=C1F)C1CN(CC1)C(=O)OC(C)(C)C)O)=O